ClC1=C(C(=O)NCC(N2CCC(CC2)COC2=CC(=NC=C2)F)C2=C(N=CS2)C(F)F)C(=CC=C1)F 2-Chloro-N-{2-[4-(difluoromethyl)-1,3-thiazol-5-yl]-2-(4-{[(2-fluoropyridin-4-yl)oxy]methyl}piperidin-1-yl)ethyl}-6-fluorobenzamide